C(N)(=O)C1=[N+](C=CC(=C1)[C@H]1CN(CCO1)[C@H](C(=O)NC1=NC=C(N=C1)OC1=C(C=C(C=C1)F)F)C)[O-] 2-carbamoyl-4-((S)-4-((S)-1-((5-(2,4-difluorophenoxy)pyrazin-2-yl)amino)-1-oxopropan-2-yl)morpholin-2-yl)pyridine 1-oxide